(5'S,7a'R)-5'-(3,5-difluorophenyl)-1-(4,5-dimethyl-1,2-oxazole-3-carbonyl)-tetrahydro-3'H-spiro-[piperidine-4,2'-pyrrolo[2,1-b][1,3]-oxazol]-3'-one FC=1C=C(C=C(C1)F)[C@@H]1CC[C@H]2OC3(C(N21)=O)CCN(CC3)C(=O)C3=NOC(=C3C)C